butyl-bis(2-carboxyethyl)cyanuric acid C(CCC)N1C(N(C(N(C1=O)CCC(=O)O)=O)CCC(=O)O)=O